3,5-dihydroxy-6-methyl-4-(2-methyl-1-oxopropyl)-2-{[2-hydroxy-4,6-dimethoxy-3-methyl-5-(2-methyl-1-oxopropyl)phenyl]methyl}phenolate OC=1C(=C(C(=C(C1C(C(C)C)=O)O)C)[O-])CC1=C(C(=C(C(=C1OC)C(C(C)C)=O)OC)C)O